C(C1=CC=CC=C1)OC1=NC(=CC=C1C1=NN(C2=CC(=CC=C12)C1CCC(CC1)CC(=O)OC)C)OCC1=CC=CC=C1 methyl 2-[4-[3-(2,6-dibenzyloxy-3-pyridyl)-1-methyl-indazol-6-yl]cyclohexyl]acetate